5-(1-(2-(6-(Trifluoromethyl)imidazo[1,2-a]pyrazin-3-yl)pyrimidin-4-yl)piperidin-3-yl)-1,2,4-oxadiazole FC(C=1N=CC=2N(C1)C(=CN2)C2=NC=CC(=N2)N2CC(CCC2)C2=NC=NO2)(F)F